2-(3-fluorophenyl)quinoline FC=1C=C(C=CC1)C1=NC2=CC=CC=C2C=C1